CN(C1=CC=C(C=C1)C(=C(C1=CC=CC=C1)C1=CC=C(C=C1)C1=CC(=C(S1)C1=C(C(=C(C2=NSN=C21)C=2SC(=CC2CCCCCC)C2=CC=C(C=C2)C(=C(C2=CC=C(C=C2)N(C)C)C2=CC=CC=C2)C2=CC=CC=C2)N)N)CCCCCC)C2=CC=CC=C2)C 4,7-bis(5-(4-(2-(4-(dimethylamino)phenyl)1,2-diphenylvinyl)phenyl)-3-hexylthiophen-2-yl)benzo[c][1,2,5]thiadiazole-5,6-diamine